C(C(=C)C)(=O)OCCS(=O)(=O)Cl 2-(methacryloyloxy)-ethylsulfonyl chloride